C(C)(C)(C)OC(=O)N(C)CC1=C(C(=O)O)C=CC=C1 2-(((tert-butoxycarbonyl)(methyl)amino)methyl)benzoic acid